(R)-1-(1H-benzo[d]imidazol-5-yl)-4-(bicyclo[1.1.1]pentan-1-yl)azetidin-2-one N1C=NC2=C1C=CC(=C2)N2C(C[C@@H]2C21CC(C2)C1)=O